C1(=C2N(C=N1)CCC2)C(C(=O)OCC)N2CC1=C(C=C(C=C1C2=O)C2=CC=C(O[C@@H]1CN(CC1)C(=O)OC(C)(C)C)C=C2)F tert-butyl (3S)-3-(4-(2-(1-(6,7-dihydro-5H-pyrrolo[1,2-c]imidazol-1-yl)-2-ethoxy-2-oxoethyl)-7-fluoro-3-oxoisoindolin-5-yl)phenoxy)pyrrolidine-1-carboxylate